BrCCCOC=1C=C2CN(CC2=CC1OC)C(CCC(=O)OCC)=O ethyl 4-(5-(3-bromopropoxy)-6-methoxyisoindolin-2-yl)-4-oxobutyrate